(6-ethoxypyrazin-2-yl)-1,3,4-thiadiazole-2-carboxylic acid C(C)OC1=CN=CC(=N1)C1=NN=C(S1)C(=O)O